phenyl-dimethyl-silicon methyl-acrylate COC(C=C)=O.C1(=CC=CC=C1)[Si](C)C